2-ethyl-N-phenethyl-1H-imidazole-1-carboxamide C(C)C=1N(C=CN1)C(=O)NCCC1=CC=CC=C1